iso-propyl-diethyl-amine C(C)(C)N(CC)CC